Cl.CN1CC(CCC1)N(S(=O)(=O)N)C1CCOCC1 (1-methylpiperidin-3-yl)-N-(oxan-4-yl)sulfamide hydrochloride